OC=1C=C(C=C)C=C(C1)O 3,5-dihydroxy-styrene